tert-butyl (2S)-2-[(4-fluorophenyl)(methyl)carbamoyl]pyrrolidine-1-carboxylate FC1=CC=C(C=C1)N(C(=O)[C@H]1N(CCC1)C(=O)OC(C)(C)C)C